OCC=1C=C(C=CC1)OB(O)O [3-(hydroxymethyl)phenyl]Boric acid